C(C)(C)(C)OC(=O)N1[C@H]2CN(C[C@@H]1CC2)C2=CC(=C(C=C2)N)F (1R,5S)-3-(4-amino-3-fluorophenyl)-3,8-diazabicyclo[3.2.1]octane-8-carboxylic acid tert-butyl ester